4-((3-(6-(trifluoromethyl)-1H-benzo[d]imidazol-2-yl)phenyl)amino)benzonitrile FC(C=1C=CC2=C(NC(=N2)C=2C=C(C=CC2)NC2=CC=C(C#N)C=C2)C1)(F)F